FC=1C=C(C=CC1OC1=C2C(=NC=C1)NC(N2C2CCOCC2)=O)NC(=O)C=2C=NN(C2C(F)(F)F)C2=CC=CC=C2 N-(3-fluoro-4-((2-oxo-1-(tetrahydro-2H-pyran-4-yl)-2,3-dihydro-1H-imidazo[4,5-b]pyridin-7-yl)oxy)phenyl)-1-phenyl-5-(trifluoromethyl)-1H-pyrazole-4-carboxamide